C(#N)C1=C(C=C(C=C1)C(C)N1C[C@@H](N(C[C@H]1C)C(=O)OC(C)(C)C)C)OCCOC tert-butyl (2S,5R)-4-(1-(4-cyano-3-(2-methoxyethoxy)phenyl)ethyl)-2,5-dimethylpiperazine-1-carboxylate